CC1=CC=C(C=C1)S(=O)(=O)C[N+]#[C-] p-toluenesulfonyl-methyl isocyanide